3-(3-chloro-4-fluorophenyl)-5-(2-(3-fluoro-3-methylazetidin-1-yl)-2-oxoethyl)-1-(1-methyl-1H-1,2,3-triazol-4-yl)-1H-pyrrolo[3,2-c]pyridin-4(5H)-one ClC=1C=C(C=CC1F)C1=CN(C2=C1C(N(C=C2)CC(=O)N2CC(C2)(C)F)=O)C=2N=NN(C2)C